N'-[5-bromo-6-(2,3-dihydro-1H-inden-2-yloxy)-2-methylpyridin-3-yl]-N-ethyl-N-methylimido-formamide BrC=1C=C(C(=NC1OC1CC2=CC=CC=C2C1)C)N=CN(C)CC